CSC=1N=CC2=C(N1)N(C(C=C2)=O)[C@H](COC2OCCCC2)C 2-(methylsulfanyl)-8-[(2S)-1-(tetrahydro-2H-pyran-2-yloxy)propan-2-yl]pyrido[2,3-d]pyrimidin-7(8H)-one